(R)-4-(1-methyl-1H-pyrazol-5-yl)-2-(3-methylmorpholino)imidazo[1,5-a]Pyrimidine-8-carboxylic acid CN1N=CC=C1C1=CC(=NC=2N1C=NC2C(=O)O)N2[C@@H](COCC2)C